COC=1C(CC(C2(C1)OC1=C(C2=O)C=CC(=C1)C=1OC(=NN1)C)C)=O methoxy-5'-methyl-6-(5-methyl-1,3,4-oxadiazol-2-yl)spiro[benzofuran-2,4'-cyclohex-2-ene]-1',3-dione